3'-[6-({[(1R,2S)-2-Hydroxycyclopentyl]amino}methyl)-4-(trifluoromethyl)-3H-1,3-benzodiazol-2-yl]-2-(4-methyl-1,2,4-triazol-3-yl)-[1,1'-biphenyl]-4-carbonitrile O[C@@H]1[C@@H](CCC1)NCC=1C=C(C2=C(N=C(N2)C=2C=C(C=CC2)C2=C(C=C(C=C2)C#N)C2=NN=CN2C)C1)C(F)(F)F